8-chloro-N-methyl-N-(3-(1,2,3,6-tetrahydropyridin-4-yl)phenyl)-[1,2,4]triazolo[4,3-a]quinazolin-5-amine ClC1=CC=C2C(=NC=3N(C2=C1)C=NN3)N(C3=CC(=CC=C3)C=3CCNCC3)C